ClC=1C(=C(C=CC1)CNC(CN(C(CN1N=C(C2=CC=CC=C12)C(=O)N)=O)[C@@H](CO)C(C)C)=O)F (R)-1-(2-((2-((3-chloro-2-fluorophenylmethyl)amino)-2-oxoethyl)(1-hydroxy-3-methylbut-2-yl)amino)-2-oxoethyl)-1H-indazole-3-carboxamide